C(C)(C)N(C(=O)N1C=NC2=C1C=CC=C2)C(C)C N,N-diisopropyl-1H-benzimidazole-1-carboxamide